7-bromo-2-(4-chloro-2-fluorophenyl)-2-methyl-2,3-dihydrobenzofuran BrC1=CC=CC=2CC(OC21)(C)C2=C(C=C(C=C2)Cl)F